N1(C(CCC1)=O)C(=O)[O-].[Cu+2].[Na+].C[Si](C1=C(C=CC1)CC)(C1=C(C=CC1)CC)C.N1(C(CCC1)=O)C(=O)[O-].N1(C(CCC1)=O)C(=O)[O-] dimethylbis(2-ethylcyclopentadien-1-yl)silane Sodium copper pyrrolidonecarboxylate